ClC=1C=C(C(=O)OCC)C=CC1C1(COC1)N[S@](=O)C(C)(C)C |r| 2-(±)-Ethyl 3-chloro-4-(3-(1,1-dimethylethylsulfinamido)oxetan-3-yl)benzoate